L-4,4'-dibromo-2,2'-bipyridine BrC1=CC(=NC=C1)C1=NC=CC(=C1)Br